(R)-1-(2-chloropyridin-3-yl)ethyl (1-methyl-4-(5-((1R,2R)-2-phenylcyclopropane-1-carboxamido)pyridin-2-yl)-1H-1,2,3-triazol-5-yl)carbamate CN1N=NC(=C1NC(O[C@H](C)C=1C(=NC=CC1)Cl)=O)C1=NC=C(C=C1)NC(=O)[C@H]1[C@@H](C1)C1=CC=CC=C1